5-(2,4-dihydroxy-5-isopropylphenyl)-N-ethyl-4-(4-(morpholinylmethyl)phenyl)isoxazole-3-carboxamide OC1=C(C=C(C(=C1)O)C(C)C)C1=C(C(=NO1)C(=O)NCC)C1=CC=C(C=C1)CN1CCOCC1